FC1=C2C(=CC(=CC2=CC=C1F)NC(=O)[O-])B1OC(C(O1)(C)C)(C)C 5,6-Difluoro-4-(4,4,5,5-tetramethyl-1,3,2-dioxaborolan-2-yl)naphthalene-2-carbamate